4-(dicyano-methylene)-2,6-dimethyl-4H-pyran C(#N)C(=C1C=C(OC(=C1)C)C)C#N